3-bromo-N-[4-methoxy-6-(pyrazol-1-ylmethyl)-1,2-benzoxazol-3-yl]benzenesulfonamide BrC=1C=C(C=CC1)S(=O)(=O)NC1=NOC2=C1C(=CC(=C2)CN2N=CC=C2)OC